rac-tert-butyl {[4-(1,4-dimethyl-1H-imidazol-5-yl)-2,5-dioxoimidazolidin-4-yl]methyl}carbamate CN1C=NC(=C1[C@]1(NC(NC1=O)=O)CNC(OC(C)(C)C)=O)C |r|